C1(CC1)N1C(N(C=2C(C1=O)=C(N(C(C2C)=O)C)NC2=C(C=C(C=C2)I)F)C=2C=C(C=CC2)NC(C)=O)=O N-(3-(3-cyclopropyl-5-(2-fluoro-4-iodophenylamino)-6,8-dimethyl-2,4,7-trioxo-3,4,6,7-tetrahydropyrido[4,3-d]pyrimidin-1(2H)-yl)phenyl)acetamide